O=CC[C@@H](O)[C@@H](O)[C@H](O)CO 2-deoxytalose